1,4-di-tert-butyl cyclohexane-1,4-dicarboxylate C1(CCC(CC1)C(=O)OC(C)(C)C)C(=O)OC(C)(C)C